(1,4-dimethyl-1H-1,2,3-triazol-5-yl)-7-(2-hydroxypropan-2-yl)-5-(phenyl-(tetrahydro-2H-pyran-4-yl)methyl)-1,5-dihydro-2H-pyrido[3,2-b]indol-2-one CN1N=NC(=C1N1C(C=CC=2N(C=3C=C(C=CC3C21)C(C)(C)O)C(C2CCOCC2)C2=CC=CC=C2)=O)C